(R)-1-(4'-(4-chloro-5-(((1-phenylethoxy)carbonyl)amino)-1H-pyrazol-1-yl)-3-fluoro-[1,1'-biphenyl]-4-yl)cyclopropane-1-carboxylic acid ClC=1C=NN(C1NC(=O)O[C@H](C)C1=CC=CC=C1)C1=CC=C(C=C1)C1=CC(=C(C=C1)C1(CC1)C(=O)O)F